FC([C@@H]1COCC(N1C=1N=C2N(CCOC3=C2C=CC(=C3)N[C@H](C(=O)N)C)C1)=O)F (S)-2-((2-((S)-3-(difluoromethyl)-5-oxomorpholino)-5,6-dihydrobenzo[f]imidazo[1,2-d][1,4]oxazepin-9-yl)amino)propanamide